(2R)-1-[4-[(R)-amino(5-chloro-4-ethyl-2-hydroxyphenyl)methyl]piperidin-1-yl]-2,3-dihydroxypropan-1-one N[C@H](C1CCN(CC1)C([C@@H](CO)O)=O)C1=C(C=C(C(=C1)Cl)CC)O